ClC(C(=O)O)Cl.[Na] Sodium dichloroacetic acid